C(C)(C)(C)C1=CC=2C(=NC(=CN2)C2CCC[C@H]([C@@H](N2)COC2=NC(=NC(=C2)C2=C(C=CC=C2C)C)NS(=O)(=O)C=2C=C(C(=O)O)C=CC2)CC2CCC2)N1C 3-[[4-[[(2R,3S)-7-(6-tert-Butyl-5-methyl-pyrrolo[2,3-b]pyrazin-3-yl)-3-(cyclobutylmethyl)azepan-2-yl]methoxy]-6-(2,6-dimethylphenyl)pyrimidin-2-yl]sulfamoyl]benzoic acid